C(C)(C)(C)C1=C(C=CC(=C1)C(C)(C)C)C=1C(=C(C(=C(C1)C1=CC=CC=C1)C1=C(C=C(C=C1)C(C)(C)C)C(C)(C)C)C1=C(C=C(C=C1)C(C)(C)C)C(C)(C)C)C1=C(C=C(C=C1)C(C)(C)C)C(C)(C)C tetrakis(2,4-di-tert-butylphenyl)[1,1-biphenyl]